2-cyclopropyl-6-(4-methylpiperazin-1-yl)pyrimidine-4-carboxylic acid C1(CC1)C1=NC(=CC(=N1)C(=O)O)N1CCN(CC1)C